methyl (2R)-2-[benzyloxycarbonyl-[2-(tert-butoxycarbonylamino)-ethyl]amino]-3-(4-fluorophenyl)propanoate C(C1=CC=CC=C1)OC(=O)N([C@@H](C(=O)OC)CC1=CC=C(C=C1)F)CCNC(=O)OC(C)(C)C